O1C(=NC2=C1C=CC=C2)SCCCCOC2=CC=C(C=C2)C(C=CC2=CC(=CC=C2)Cl)=O 1-(4-(4-(benzo[d]oxazol-2-yl-thio)butoxy)phenyl)-3-(3-chlorophenyl)-2-propen-1-one